1-[(2R,6S)-3,5-dihydroxy-6-(hydroxymethyl)-6-(triisopropylsiloxymethyl)-1,4-dioxan-2-yl]-5-methyl-pyrimidine-2,4-dione OC1[C@@H](O[C@](C(O1)O)(CO[Si](C(C)C)(C(C)C)C(C)C)CO)N1C(NC(C(=C1)C)=O)=O